C(C)(C)OC1=CC=C(C=N1)NC1=NC(=NC(=N1)NC(C)C)C1=CC=CC=C1 N2-(6-isopropoxypyridin-3-yl)-N4-isopropyl-6-phenyl-1,3,5-triazine-2,4-diamine